ClC1=CC=2C3=C(C(=NC2C=C1)C1=CC=CC=C1)CN(C3=O)S(=O)(=O)C3=CC=C(C=C3)C 8-chloro-2,3-dihydro-2-[(4-methylphenyl)sulfonyl]-4-phenyl-1H-pyrrolo[3,4-c]quinolin-1-one